Cl.CC=1C2C3=CC=CC=C3C(C1C)N2C(C)C 9,10-Dimethyl-11-(propan-2-yl)-11-azatricyclo[6.2.1.02,7]undeca-2,4,6,9-tetraene hydrochloride